COC1=CC=C(C=2SC(=CC21)C(=O)N(CCC2OC2)CCN2CCOCC2)C2=CN(C(C=C2)=O)C 4-methoxy-7-(1-methyl-6-oxo-1,6-dihydropyridin-3-yl)-N-(2-morpholinoethyl)-N-(2-(oxiran-2-yl)ethyl)benzo[b]thiophene-2-carboxamide